C1(CC1)C(C(=O)N1CCOC2=C(C1)C=CC=C2F)(C)C 2-cyclopropyl-1-(9-fluoro-3,5-dihydro-2H-1,4-benzoxazepin-4-yl)-2-methyl-propan-1-one